ClC1=C2C(=C(N=C1)C1=NN(C=C1)C)C=1CN(CCC1N2C)C(CO)=O 1-[6-chloro-5-methyl-9-(1-methyl-1H-pyrazol-3-yl)-1,3,4,5-tetrahydro-2H-pyrrolo[3,2-c:4,5-c']dipyridin-2-yl]-2-hydroxyethan-1-one